FC1=CC=C2C(=C(C=NC2=C1)C(=O)N1CCN(CC1)S(=O)(=O)C)C1=CC=C(C=C1)C1(CC1)C#N d-1-(4-(7-fluoro-3-(4-(methylsulfonyl)piperazine-1-carbonyl)quinolin-4-yl)phenyl)cyclopropane-1-carbonitrile